tert-Butyl (2-(4-fluoro-2-formylphenoxy)ethyl)carbamate FC1=CC(=C(OCCNC(OC(C)(C)C)=O)C=C1)C=O